ClC1=C(CC=2NC=C(N2)C2=CC(=C(C=C2)Cl)Cl)C=CC(=C1)Cl 2-(2,4-Dichlorobenzyl)-4-(3,4-dichlorophenyl)imidazole